C(C=C)N1[C@H](CC2(C[C@H]1C=1N=NN(C1)C)OC(C1=CC(=CC=C12)Cl)OC)C (2'S,6'S)-1'-allyl-6-chloro-1-methoxy-2'-methyl-6'-(1-methyltriazol-4-yl)spiro[1H-isobenzofuran-3,4'-piperidine]